C1OCC12CC(C2)N2N=CC(=C2)C=2C=C1N(N=CC=C1N1C([C@]([C@@H](C1)C)(C#N)C1CC1)=O)C2 (3R,4S)-1-(6-(1-(2-oxaspiro[3.3]heptan-6-yl)-1H-pyrazol-4-yl)pyrrolo[1,2-b]pyridazin-4-yl)-3-cyclopropyl-4-methyl-2-oxopyrrolidine-3-carbonitrile